gamma-L-glutamyl-L-alanine N[C@@H](CCC(=O)N[C@@H](C)C(=O)O)C(=O)O